NC1=NN2C(C=C(C=C2)C=2C=C(C(=NC2)C)C(=O)NCC2=C(C=CC(=C2)F)OC2CCCC2)=N1 5-{2-amino-[1,2,4]triazolo-[1,5-a]pyridin-7-yl}-N-{[2-(cyclopentyloxy)-5-fluorophenyl]methyl}-2-methylpyridine-3-carboxamide